NC1(COC1)CNC1=NC(=NC2=CC=C(C=C12)C)N1CCS(C2=C(C1)C=CC=C2)=NC 4-(4-(((3-aminooxetane-3-yl)methyl)amino)-6-methylquinazolin-2-yl)-1-(methylimino)-2,3,4,5-tetrahydro-1H-1λ4-benzo[f][1,4]thiazepine